N-(2-(3,4-dichlorophenyl)thiazol-4-yl)-2-(1-(2-methoxyacetyl)azetidin-3-yl)acetamide ClC=1C=C(C=CC1Cl)C=1SC=C(N1)NC(CC1CN(C1)C(COC)=O)=O